NC(C(=O)O)CCCNC(=O)N 2-amino-5-ureidopentanoic acid